C1(CC1)C(=O)N1C2CN(CC1CC2)C2=NC=NN1C2=CC(=C1)C=1C=NN(C1)[C@H]1COCC1 Cyclopropyl-(3-(6-(1-((R)-tetrahydrofuran-3-yl)-1H-pyrazol-4-yl)pyrrolo[2,1-f][1,2,4]triazin-4-yl)-3,8-diazabicyclo[3.2.1]oct-8-yl)methanone